Tert-Butyl (2S,3R)-3-amino-2-(hydroxymethyl)pyrrolidine-1-carboxylate N[C@H]1[C@H](N(CC1)C(=O)OC(C)(C)C)CO